[phenyl(dimethylfluorenyl)triazinyl][(biphenylyl)dibenzofuranyl]benzeneazelamide C1(=CC=CC=C1)C1=C(C(=NN=N1)C=1C(=C(C=CC1)C(CCCCCCC(=O)N)C(=O)N)C1=C(C=CC=2OC3=C(C21)C=CC=C3)C3=C(C=CC=C3)C3=CC=CC=C3)C3=C(C(=CC=2C1=CC=CC=C1CC32)C)C